5-fluoropyrimidin-4(3H)-one FC=1C(NC=NC1)=O